4-(5-methoxy-benzimidazol-1-yl)-phenylamine COC1=CC2=C(N(C=N2)C2=CC=C(C=C2)N)C=C1